FC(C1=NN=C(S1)N1N=CC2=C(C=CC=C12)N1CCC(CC1)F)F 1-[5-(difluoromethyl)(1,3,4-thiadiazol-2-yl)]-4-(4-fluoropiperidyl)-1H-indazol